2-fluoro-6-(4-fluoro-2-methylphenoxy)-3-(trifluoromethyl)benzamide FC1=C(C(=O)N)C(=CC=C1C(F)(F)F)OC1=C(C=C(C=C1)F)C